2,5-dibromo-1-nitrobenzene BrC1=C(C=C(C=C1)Br)[N+](=O)[O-]